1-(3-(benzyloxy)-4-methoxyphenyl)-5,6,7-trisMethoxy-2,3-dihydroquinolin-4(1H)-one C(C1=CC=CC=C1)OC=1C=C(C=CC1OC)N1CCC(C2=C(C(=C(C=C12)OC)OC)OC)=O